triethoxytrimethylpentylsilane C(C)OC(CCCC[Si](C)(C)C)(OCC)OCC